C(C=C)(=O)N1C(CC(CC1)N1C=NC=2C(=NC=3C(=C(C(=CC3C21)Cl)C=2C=CC=C1CCCOC21)F)N2CC(C2)N(C)C)CC#N 2-(1-acryloyl-4-(8-chloro-7-(chroman-8-yl)-4-(3-(dimethylamino)-azetidin-1-yl)-6-fluoro-1H-imidazo[4,5-c]quinolin-1-yl)piperidin-2-yl)acetonitrile